(1R,2S,5S)-3-((R)-2-(2-fluorophenyl)-2-hydroxyacetyl)-6,6-dimethyl-N-((S)-3-oxo-1-((S)-2-oxopyrrolidin-3-yl)-4-(trifluoromethoxy)butan-2-yl)-3-azabicyclo[3.1.0]hexane-2-carboxamide FC1=C(C=CC=C1)[C@H](C(=O)N1[C@@H]([C@H]2C([C@H]2C1)(C)C)C(=O)N[C@@H](C[C@H]1C(NCC1)=O)C(COC(F)(F)F)=O)O